C[C@H]1N(CCOC1)C(=O)O (R)-3-methylmorpholine-4-carboxylic acid